BrC1=CN=C(S1)NC(=O)C1N2C=C(C=C2C(CC1)=O)C N-(5-Bromothiazol-2-yl)-2-methyl-8-oxo-6,7-dihydro-5H-indolizine-5-carboxamide